(4-bromo-6-(2-hydroxy-2-methylpropoxy)pyrazolo[1,5-a]pyridin-3-yl)dimethylphosphine BrC=1C=2N(C=C(C1)OCC(C)(C)O)N=CC2P(C)C